N[C@@H](C)C(=O)N[C@@H](C)C(=O)O L-Alanyl-L-Alanin